CC1(CCCCC1)C (1R,2R)-dimethylcyclohexane